3-[(4-{[3-(4-{[(3S,4R)-3-fluoro-1-methylpiperidin-4-yl]amino}-1-(2,2,2-trifluoroethyl)-1H-indol-2-yl)prop-2-yn-1-yl]amino}-3-methoxyphenyl)formamido]-2-methoxypropyl 2-methylpropanoate CC(C(=O)OCC(CNC(=O)C1=CC(=C(C=C1)NCC#CC=1N(C2=CC=CC(=C2C1)N[C@H]1[C@H](CN(CC1)C)F)CC(F)(F)F)OC)OC)C